1-cyclopropyl-3-propylxanthine C1(CC1)N1C(=O)N(C=2N=CNC2C1=O)CCC